(3S,7aR,11aR)-3-isopropyl-9-[[4-[4-[4-(trifluoromethoxy)phenyl]-1-piperidyl]phenyl]methyl]-2,3,6,7,7a,8,10,11-octahydrooxazolo[2,3-j][1,6]naphthyridin-5-one C(C)(C)[C@H]1CO[C@@]23CCN(C[C@H]3CCC(N21)=O)CC2=CC=C(C=C2)N2CCC(CC2)C2=CC=C(C=C2)OC(F)(F)F